(1S,2R)-N,N-dibenzyl-5-cyclohexyl-1-phenyl-2-(4,4,5,5-tetramethyl-1,3,2-dioxaborolan-2-yl)pentan-1-amine C(C1=CC=CC=C1)N([C@@H]([C@@H](CCCC1CCCCC1)B1OC(C(O1)(C)C)(C)C)C1=CC=CC=C1)CC1=CC=CC=C1